Cl.NC(C(C(C(=O)O)(F)F)O)CC=1C(=C(C=CC1)C1=CC=CC=C1)F 4-amino-2,2-difluoro-5-(2-fluoro-[1,1'-biphenyl]-3-yl)-3-hydroxyvalerate hydrochloride